CC1(C(C(C(N([2H])[2H])([2H])[2H])([2H])[2H])(C=2C(=C(C(=C(C2N1)[2H])[2H])[2H])O)C)[2H] Dimethyl-4-hydroxytryptamine-d10